5-[(2S)-2-(2-azidoethyl)pyrrolidin-1-yl]-4-(trifluoromethyl)-2-[[2-(trimethylsilyl)ethoxy]methyl]-2,3-dihydropyridazin-3-one N(=[N+]=[N-])CC[C@H]1N(CCC1)C1=C(C(N(N=C1)COCC[Si](C)(C)C)=O)C(F)(F)F